FC1=C(C=C(C=C1)C1=C(N(N=C1)C)C=1C=CC=2N(C1)C(=CN2)C=2C=CC(=NC2)NC(OC)=O)OC methyl N-[5-[6-[4-(4-fluoro-3-methoxy-phenyl)-2-methyl-pyrazol-3-yl]imidazo[1,2-a]pyridin-3-yl]-2-pyridyl]carbamate